C(ON1N=NC=C1)(OCCSSC1=NC=CC=C1)=O [1,2,3]Triazol-1-yl (2-(pyridin-2-yldisulfanyl) ethyl) carbonate